1-(3,4-dimethoxyphenyl)-N-[[2-(1-piperidinyl)-4-pyridinyl]methyl]-methanamine COC=1C=C(C=CC1OC)CNCC1=CC(=NC=C1)N1CCCCC1